ClC1=C(C(=CC=C1)F)N1C(C2=CC=C(C=C2C(=C1)C1(CC1)C)N1N=C(N(C1=O)CC)CO)=O 2-(2-chloro-6-fluorophenyl)-6-(4-ethyl-3-(hydroxymethyl)-5-oxo-4,5-dihydro-1H-1,2,4-triazol-1-yl)-4-(1-methylcyclopropyl)isoquinolin-1(2H)-one